NC1=NC=CC(=C1F)CC=1C(OC2=CC(=CC=C2C1C)OC=1SC=NN1)=O 3-[(2-amino-3-fluoro-4-pyridinyl)methyl]-4-methyl-7-(1,3,4-thiadiazol-2-yloxy)chromen-2-one